Triadenosine phosphate P(=O)(O)(O)O.[C@@H]1([C@H](O)[C@H](O)[C@@H](CO)O1)N1C=NC=2C(N)=NC=NC12.[C@@H]1([C@H](O)[C@H](O)[C@@H](CO)O1)N1C=NC=2C(N)=NC=NC12.[C@@H]1([C@H](O)[C@H](O)[C@@H](CO)O1)N1C=NC=2C(N)=NC=NC12